C(C)(C)OC=1C=C(C=CC1C=1C=NN(C1)C)NC=1N=CC2=C(N1)N(C=C2C)CC2CCOCC2 N-(3-isoPropoxy-4-(1-methyl-1H-pyrazol-4-yl)phenyl)-5-methyl-7-((tetrahydro-2H-pyran-4-yl)methyl)-7H-pyrrolo[2,3-d]pyrimidin-2-amine